C1(CCCCC1)[C@H]1[C@@H](C(NC1)=O)C#N rel-(trans)-4-cyclohexylpyrrolidone-3-carbonitrile